C(#N)C1=C(N(C2=CC(=CC=C12)C(F)(F)F)C1CCC1)NC(CC(C)(C)C)=O N-[3-cyano-1-cyclobutyl-6-(trifluoromethyl)-1H-indol-2-yl]-3,3-dimethylbutyramide